C(C)(C)(C)OC(=O)N1CC=2N=C(N=C(C2CC1)NCCC1=CNC2=CC=CC=C12)Cl.FC=1C=C(C=CC1F)/C=C/C=O (E)-3-(3,4-difluorophenyl)propenal tert-butyl-2-chloro-4-{[2-(1H-indol-3-yl)ethyl]amino}-5H,6H,7H,8H-pyrido[3,4-d]pyrimidine-7-carboxylate